N[C@@H](CCCCN)C(=O)[O-] LYSINAT